1-(((3S)-1-((3-cyano-1-azetidinyl)sulfonyl)-3-piperidinyl)carbonyl)-N-(3-fluoro-5-methoxybenzyl)-D-prolinamide C(#N)C1CN(C1)S(=O)(=O)N1C[C@H](CCC1)C(=O)N1[C@H](CCC1)C(=O)NCC1=CC(=CC(=C1)OC)F